1-methyl-1H-tetrazol-5(4H)-one CN1N=NNC1=O